ClC=1C=CC2=C(C1)C1=C(C(N(C(CO1)(C(=O)NCC1=C(C=CC=C1OC)F)C)CC1=NC=NN1C)=O)O2 9-chloro-N-(2-fluoro-6-methoxybenzyl)-3-methyl-4-((1-methyl-1H-1,2,4-triazol-5-yl)methyl)-5-oxo-2,3,4,5-tetrahydrobenzofuro[2,3-f][1,4]oxazepine-3-carboxamide